C12CN(CC(CC1)N2)C=2OC1=C(N2)C=C(C=C1C=1SC=CN1)C(C(F)(F)F)(O)O 1-(2-(3,8-diazabicyclo[3.2.1]octan-3-yl)-7-(thiazol-2-yl)benzo[d]oxazol-5-yl)-2,2,2-trifluoroethane-1,1-diol